N/C(/NCCC[C@@H](NC(C(C1=CC=CC=C1)C1=CC=C(C=C1)NCCCNC(OC(C)(C)C)=O)=O)C(NCC1=CC=C(C=C1)O)=O)=N/C(NCCNC(CC)=O)=O tert-butyl (3-((4-((4R,Z)-9-amino-4-((4-hydroxybenzyl)carbamoyl)-2,11,16-trioxo-1-phenyl-3,8,10,12,15-pentaazaoctadec-9-en-1-yl)phenyl)amino)propyl)carbamate